3-hydroxy-2,3-dihydro-1H-thieno[3,2-e]isoindol-1-one OC1NC(C=2C3=C(C=CC12)SC=C3)=O